NCCC(CC)O 1-Amino-3-pentanol